2-(6-(4-cyclopropyl-4H-1,2,4-triazol-3-yl)pyridin-2-yl)-5-(morpholine-4-carbonyl)isoindolin-1-one C1(CC1)N1C(=NN=C1)C1=CC=CC(=N1)N1C(C2=CC=C(C=C2C1)C(=O)N1CCOCC1)=O